(5-cyanothiophen-2-yl)boronic acid C(#N)C1=CC=C(S1)B(O)O